FC1=CC=C(C=C1)C(=O)C1=CNC=2N=C(N=C(C21)NN2CCOCC2)NC2=CC=C(C=C2)N2CCN(CC2)C (4-fluorophenyl)(2-((4-(4-methylpiperazin-1-yl)phenyl)amino)-4-(morpholinoamino)-7H-pyrrolo[2,3-d]pyrimidin-5-yl)methanone